FC(C(=O)N)F 2,2-Difluoroacetamide